FC1=C(C(=CC=C1)C)N1CCC(CC1)N1C(NC=2C(C1)=CN(N2)C)=O 5-[1-(2-Fluoro-6-methyl-phenyl)-piperidin-4-yl]-2-methyl-2,4,5,7-tetrahydro-pyrazolo[3,4-d]pyrimidin-6-one